(S)-4-(4-(6-methoxypyridin-2-yl)piperidin-2-yl)benzoate COC1=CC=CC(=N1)C1C[C@H](NCC1)C1=CC=C(C(=O)[O-])C=C1